(2R,4S)-N2-(5-((+)-1-amino-1-(3-cyanophenyl)-3-cyclopropyl-propyl)-2-fluorophenyl)-N1-(5-chloropyridin-2-yl)-4-hydroxy-4-phenylpyrrolidine-1,2-dicarboxamide NC(CCC1CC1)(C1=CC(=CC=C1)C#N)C=1C=CC(=C(C1)NC(=O)[C@@H]1N(C[C@](C1)(C1=CC=CC=C1)O)C(=O)NC1=NC=C(C=C1)Cl)F